1-methylbenzotriazole-4-carbaldehyde CN1N=NC2=C1C=CC=C2C=O